NC(CF)C1(CCN(CC1)C=1C(=NC(=CN1)SC1=C(C(=NC=C1)N)Cl)CO)C (3-(4-(1-amino-2-fluoroethyl)-4-methylpiperidin-1-yl)-6-((2-amino-3-chloropyridin-4-yl)thio)pyrazin-2-yl)methanol